ethyl (2S)-2-(4-methylcyclohexyl)-2-[(2-propylpyrazole-3-carbonyl)amino]acetate CC1CCC(CC1)[C@@H](C(=O)OCC)NC(=O)C=1N(N=CC1)CCC